3-(3-cyano-6-(2-hydroxy-2-methylpropyloxy)pyrazolo[1,5-a]pyridin-4-yl)-N-((6-methoxypyridin-3-yl)methyl)-2,5-dihydro-1H-pyrrole-1-carboxamide C(#N)C=1C=NN2C1C(=CC(=C2)OCC(C)(C)O)C=2CN(CC2)C(=O)NCC=2C=NC(=CC2)OC